NC1=C(C=C(C2=CC=CC=C12)S(=O)(=O)O)N=NC=1C=NC(=CC1)C1=C(C=C(C=C1)F)OCCC 4-Amino-3-[6-(4-fluoro-2-propoxyphenyl)pyridin-3-ylazo]naphthalene-1-sulfonic acid